IC1=CC=C(C=C1)C=1CCN(CC1)CCC(C(=O)NOC1OCCCC1)(S(=O)(=O)C)C 4-(4-(4-iodophenyl)-3,6-dihydropyridin-1(2H)-yl)-2-methyl-2-(methylsulfonyl)-N-((tetrahydro-2H-pyran-2-yl)oxy)butanamide